C(#N)C1(CCN(CC1)C(=O)NC=1SC(=C(N1)C1=CC(=CC=C1)C#N)C1=C2C(=NC(=C1)C)C=NN2)C 4-cyano-N-[4-(3-cyanophenyl)-5-(5-methyl-1H-pyrazolo[4,3-b]pyridin-7-yl)thiazol-2-yl]-4-methyl-piperidine-1-carboxamide